C(C)(C)(C)OC(=O)N1CC2=CC=C(C=C2C1)/C(=N/O)/Cl (Z)-5-(chloro(hydroxyimino)methyl)isoindoline-2-carboxylic acid tert-butyl ester